(2,5-Dimethyl-6-(3-(trifluoromethyl)-7,8-dihydro-1,6-naphthyridin-6(5H)-yl)pyrimidin-4-yl)(morpholino)methanone CC1=NC(=C(C(=N1)C(=O)N1CCOCC1)C)N1CC=2C=C(C=NC2CC1)C(F)(F)F